8-{[5-(2,2-Dimethylpyrrolidin-1-carbonyl)pyridin-2-yl]amino}-6-{[(1S,2S)-2-hydroxycyclohexyl]amino}imidazo[1,2-b]pyridazin-3-carbonitril CC1(N(CCC1)C(=O)C=1C=CC(=NC1)NC=1C=2N(N=C(C1)N[C@@H]1[C@H](CCCC1)O)C(=CN2)C#N)C